COC=1C(=NC(=CC1)OC)\C=C(/CC)\[N+](=O)[O-] (E)-3,6-dimethoxy-2-(2-nitrobut-1-en-1-yl)pyridine